C(C)(=O)O.N[C@@H](CC(C)C)C(=O)N[C@@H](CCCNC(N)=N)C(=O)N1[C@@H](CCC1)C(=O)N[C@H](C)C(=O)N L-leucyl-L-arginyl-L-prolyl-D-alaninamide acetate